3-(trifluoromethyl)-6a,7,9,10-tetrahydropyrazino[1,2-d]pyrido[3,2-b][1,4]oxazin FC(C1=CC=2OCC3N(C2N=C1)CCNC3)(F)F